N-[(1s,4s)-4-{[2-(difluoromethyl)imidazo[1,2-a]pyridin-5-yl]amino}cyclohexyl]-1H-pyrrolo[2,3-b]pyridine-4-carboxamide FC(C=1N=C2N(C(=CC=C2)NC2CCC(CC2)NC(=O)C=2C3=C(N=CC2)NC=C3)C1)F